N1N=NC2=C1C=C(C=C2)C(=O)O 1H-benzo[d][1,2,3]triazole-6-carboxylic acid